O1-tert-butyl O3-methyl 3-bromoazetidine-1,3-dicarboxylate BrC1(CN(C1)C(=O)OC(C)(C)C)C(=O)OC